CC1=NN=C2N1C1=CC=C(C=C1C(=N2)NC2=CC=CC=C2)C=C methyl-N-phenyl-7-vinyl-[1,2,4]triazolo[4,3-a]quinazolin-5-amine